5-nitro-4-(nitromethyl)-penta-2,4-dienenitrile [N+](=O)([O-])C=C(C=CC#N)C[N+](=O)[O-]